FC1=CC2=C(N(C(N=C2N2[C@H](CN(CC2)C(C=C)=O)C)=O)C=2C(=NC=CC2C(F)(F)F)C(C)C)N=C1C1=C(C=CC=C1O)F 6-fluoro-7-(2-fluoro-6-hydroxyphenyl)-4-((2S)-2-methyl-4-(2-propenoyl)-1-piperazinyl)-1-(2-(2-propanyl)-4-(trifluoromethyl)-3-pyridinyl)pyrido[2,3-d]pyrimidin-2(1H)-one